ClC1=C(NC(=C1C=O)C)C 3-chloro-4-formyl-2,5-dimethyl-1H-pyrrole